[2-amino-4-(2-furyl)-6-[[3-(trifluoromethyl)phenyl]methylamino]pyrimidin-5-yl]-(azetidin-1-yl)methanone NC1=NC(=C(C(=N1)C=1OC=CC1)C(=O)N1CCC1)NCC1=CC(=CC=C1)C(F)(F)F